1-(4-tert-pentylphenoxy)-2-propanol C(C)(C)(CC)C1=CC=C(OCC(C)O)C=C1